3-(4-Bromo-2-methyl-phenyl)sulfanyl-4-methyl-1H-indole methyl-4-amino-7-bromo-1-(4-chlorophenyl)-2-oxo-1,2-dihydroquinoline-3-carboxylate COC(=O)C=1C(N(C2=CC(=CC=C2C1N)Br)C1=CC=C(C=C1)Cl)=O.BrC1=CC(=C(C=C1)SC1=CNC2=CC=CC(=C12)C)C